S1SSSC=C1 tetrathiainine